c-4-carbazolyl-salicylaldehyde C1(=CC=CC=2C3=CC=CC=C3NC12)C=1C=C(C(C=O)=CC1)O